BrC1=C2CCN([C@@H](C2=CC=C1OC)C)C(C)C1=CC=C(C=C1)C(C)C (1R)-5-bromo-2-[1-(4-isopropylphenyl)ethyl]-6-methoxy-1-methyl-3,4-dihydro-1H-isoquinoline